3-[1-(3-chloropropyl)piperidin-4-yl]-6-fluoro-1,2-benzisoxazole ClCCCN1CCC(CC1)C1=NOC2=C1C=CC(=C2)F